N-(2-chloro-4-(6-ethoxypyrazin-2-yl)phenyl)-2-(2-(cyclopropanesulfonamido)thiazol-4-yl)-2-methoxyacetamide ClC1=C(C=CC(=C1)C1=NC(=CN=C1)OCC)NC(C(OC)C=1N=C(SC1)NS(=O)(=O)C1CC1)=O